NC1=NC2=C(C=CC=C2C(=N1)C(=O)NCC=1C=CC=C2C=CC=NC12)OC 2-amino-8-methoxy-N-(8-quinolylmethyl)quinazoline-4-carboxamide